[Na+].N(=[N+]=[N-])C=1C(=C(C=CC1)S(=O)(=O)[O-])N=[N+]=[N-] diazidophenylsulfonic acid sodium salt